ClC1=C(C=CC(=C1)Cl)C=1CCCC2=C(C1C1=CC=C(C=C1)C(OC)C1CN(C1)CCCF)C=CC=C2 8-(2,4-Dichlorophenyl)-9-(4-((1-(3-fluoropropyl)azetidin-3-yl)(methoxy)methyl)phenyl)-6,7-dihydro-5H-benzo[7]annulen